trans-2-Heptenyl acetate C(C)(=O)OC\C=C\CCCC